C(C=C)OC1=CC=C(C(=C1[C@@H]1CC2=NN=C(N2C1)C1CC(NC1)=O)Cl)Cl 4-((S)-6-(6-(allyloxy)-2,3-dichlorophenyl)-6,7-dihydro-5H-pyrrolo[2,1-c][1,2,4]triazol-3-yl)pyrrolidin-2-one